C1(CC1)C=1C=NC2=CC=C(C=C2C1)C(=O)OC methyl 3-cyclopropylquinoline-6-carboxylate